N-(5-((2-methoxyphenyl)ethynyl)-8-(methylamino)-2,7-naphthyridin-3-yl)cyclopropanecarboxamide COC1=C(C=CC=C1)C#CC1=C2C=C(N=CC2=C(N=C1)NC)NC(=O)C1CC1